Fmoc-6-methyl-DL-tryptophan C(=O)(OCC1C2=CC=CC=C2C2=CC=CC=C12)N[C@@H](CC1=CNC2=CC(=CC=C12)C)C(=O)O |r|